4,6-dimethyl-2-phenyl-1H-benzo[d]imidazole CC1=CC(=CC=2NC(=NC21)C2=CC=CC=C2)C